FC(C(=O)O)(C1=C(C=CC=C1)OC(F)(F)F)F 2,2-difluoro-2-[2-(trifluoromethoxy)phenyl]acetic acid